O1C(OC2=C1C=CC(=C2)NC2=NC1=C(C=CC=C1C=C2)Cl)([2H])[2H] N-(benzo[d][1,3]dioxol-5-yl-2,2-d2)-8-chloroquinolin-2-amine